FC1=C(C=CC(=C1)OC)NC1=NC=CC2=C(C(=CC=C12)C)[N+](=O)[O-] N-(2-fluoro-4-methoxyphenyl)-6-methyl-5-nitroisoquinolin-1-amine